N1(CCOCC1)CCOC(CC\C(=C\CC1=C(C2=C(COC2=O)C(=C1OC)C)O)\C)=O 2-morpholin-4-ylethyl-(E)-6-(4-hydroxy-6-methoxy-7-methyl-3-oxo-1H-2-benzofuran-5-yl)-4-methylhexan-4-enoate